2-(2-methoxyethoxy)-ethyl cyanoacetate C(#N)CC(=O)OCCOCCOC